(R)-2-ethynylmorpholin C(#C)[C@@H]1CNCCO1